C1(C=CC=C1)C(C)=O 1-(cyclopenta-2,4-dien-1-yl)ethan-1-one